6-bromo-3-hydroxy-2-(trifluoromethyl)quinoline-4-carboxylic acid BrC=1C=C2C(=C(C(=NC2=CC1)C(F)(F)F)O)C(=O)O